CN1C(CCC(C1)C(=O)N1CC2=CN=C(C=C2CC1)OCC=1C(=NOC1C)C=1C=NC(=CC1)C)=O 1-methyl-5-(6-{[5-methyl-3-(6-methylpyridin-3-yl)-1,2-oxazol-4-yl]methoxy}-1,2,3,4-tetrahydro-2,7-naphthyridine-2-carbonyl)piperidin-2-one